1-(1-methyl-6-oxopiperidin-3-yl)-3,4-dihydroisoquinoline-2(1H)-carboxylic acid CN1CC(CCC1=O)C1N(CCC2=CC=CC=C12)C(=O)O